C(C=C)(=O)N1C[C@H](C[C@@H]1COC)N1N=C(C(=C1NC)C(=O)N)C#CC1=C(C=C2C(=CN=NC2=C1)C)F 1-((3s,5r)-1-propenoyl-5-(methoxymethyl)pyrrolidin-3-yl)-3-((6-fluoro-4-methylcinnolin-7-yl)ethynyl)-5-(methylamino)-1H-pyrazole-4-carboxamide